Butylamine iodide [I-].C(CCC)N